6-Chloro-5-fluoro-5,5'-dimethylspiro[benzo[d][1,3]oxazine-4,3'-piperidin]-2(1H)-one ClC=1C(C2C(NC(OC23CNCC(C3)C)=O)=CC1)(C)F